ClC1=C(C=CC2=C3N(N=C12)CCN(C3C)C(CNC(OC(C)(C)C)=O)=O)Cl tert-butyl (2-(7,8-dichloro-1-methyl-3,4-dihydropyrazino[1,2-b]indazol-2(1H)-yl)-2-oxoethyl)carbamate